4-(6-aminopyridin-3-yl)-3-oxopiperazine-1-carboxylic acid tert-butyl ester C(C)(C)(C)OC(=O)N1CC(N(CC1)C=1C=NC(=CC1)N)=O